tri-tertbutyl-glycerol C(C)(C)(C)C(C(O)(C(C)(C)C)C(C)(C)C)(O)CO